FC=1C=C2C=CC(=NC2=NC1O)C1=CCCN(C1)C(=O)OC(C)(C)C tert-butyl 5-(6-fluoro-7-hydroxy-1,8-naphthyridin-2-yl)-3,6-dihydro-2H-pyridine-1-carboxylate